ClC1=C(C=C(C=C1C(F)(F)F)C)NC(CN1C=2N(C(C(=C1CC)N1CCNCC1)=O)N=C(N2)C=2CCOCC2)=O N-(2-chloro-5-methyl-3-(trifluoromethyl)phenyl)-2-(2-(3,6-dihydro-2H-pyran-4-yl)-5-ethyl-7-oxo-6-(piperazine-1-yl)-[1,2,4]triazolo[1,5-a]pyrimidin-4(7H)-yl)acetamide